4-((R)-3-fluoropyrrolidin-1-yl)but-2-en-1-one F[C@H]1CN(CC1)CC=CC=O